(5S)-3-bromo-5-[5-[3-(trifluoromethyl)phenoxy]-7-quinolyl]-4,5-dihydroisoxazole BrC1=NO[C@@H](C1)C1=CC(=C2C=CC=NC2=C1)OC1=CC(=CC=C1)C(F)(F)F